methyl 2-(4-methoxy-4-oxobutyramido)-5-bromobenzoate COC(CCC(=O)NC1=C(C(=O)OC)C=C(C=C1)Br)=O